NC=1N=CC(=NC1)N1C[C@@H](N(CC1)C(=O)OC(C)(C)C)C (S)-tert-butyl 4-(5-aminopyrazin-2-yl)-2-methylpiperazine-1-carboxylate